1-((4-(methoxycarbonyl)-2-(((S)-oxetan-2-ylmethyl) amino) phenyl) carbamoyl)-6-azaspiro[2.5]octane-6-carboxylate COC(=O)C1=CC(=C(C=C1)NC(=O)C1CC12CCN(CC2)C(=O)[O-])NC[C@H]2OCC2